C(C)(C)C1=NNC(=C1)C(=O)O 3-isopropyl-1H-pyrazole-5-carboxylic acid